CS(=N)C1=CC=CC=C1 methyl-phenyl-sulfimide